COC1=CC=C(CN(C2=NC=NN3C2=NC=C3C=3C=NN(C3)C=3C=C(C=NC3C)NC(C3=C(C=CC(=C3)C(F)(F)F)F)=O)CC3=CC=C(C=C3)OC)C=C1 N-(5-(4-(4-(bis(4-methoxybenzyl)amino)imidazo[2,1-f][1,2,4]triazin-7-yl)-1H-pyrazol-1-yl)-6-methylpyridin-3-yl)-2-fluoro-5-(trifluoromethyl)benzamide